ClC1=CC=C(C=C1)N1C=NN(C1=O)CSC1=CC(=C(OCC(=O)O)C=C1)C 2-(4-(((4-(4-Chlorophenyl)-5-oxo-4,5-dihydro-1H-1,2,4-triazol-1-yl)meth-yl)thio)-2-methylphenoxy)acetic acid